2-amino-6-borono-2-(4-(3,4-dihydroisoquinolin-2(1H)-yl)butyl)hexanoic acid NC(C(=O)O)(CCCCB(O)O)CCCCN1CC2=CC=CC=C2CC1